N[C@H](C(=O)O)[C@@H](CCOCC1=CC=CC=C1)O (2S,3R)-2-amino-5-(benzyloxy)-3-hydroxyvaleric acid